(3-hydroxypropyl)-7-(pyridin-3-yl)-1,4-dihydroquinoxaline-2,3-dione OCCCN1C(C(NC2=CC=C(C=C12)C=1C=NC=CC1)=O)=O